S1C=NC2=C1C=CC(=C2)NC2=CC=NC1=CC(=CC=C21)C2=C(C=C(C(=O)N1[C@@H]3CN([C@H](C1)C3)C(=O)OC(C)(C)C)C=C2)F (1S,4S)-tert-butyl 5-(4-(4-(benzo[d]thiazol-5-ylamino)quinolin-7-yl)-3-fluorobenzoyl)-2,5-diazabicyclo[2.2.1]heptane-2-carboxylate